F.C1(CCCCC1)N cyclohexylamine hydrofluoric acid salt